benzyl (3R,6S)-3,6-diisobutyl-8-(3-(methylamino)-3-oxopropyl)-4-oxohexahydropyrazino[2,1-c][1,2,4]oxadiazine-1(6H)-carboxylate C(C(C)C)[C@@H]1C(N2C(N(O1)C(=O)OCC1=CC=CC=C1)CN(C[C@@H]2CC(C)C)CCC(=O)NC)=O